dibenzoyl-1,4-naphthoquinone dioxime C(C1=CC=CC=C1)(=O)C1=C(C(C2=CC=CC=C2C1=NO)=NO)C(C1=CC=CC=C1)=O